1-(2-hydroxyphenyl)hex-5-en-1-one OC1=C(C=CC=C1)C(CCCC=C)=O